1-(tert-Butyl) 2-methyl (2R,3R,5R)-3-(hydroxymethyl)-5-((trityloxy)methyl)pyrrolidine-1,2-dicarboxylate OC[C@H]1[C@@H](N([C@H](C1)COC(C1=CC=CC=C1)(C1=CC=CC=C1)C1=CC=CC=C1)C(=O)OC(C)(C)C)C(=O)OC